C(C1=CC=CC=C1)OC[C@@H]1N[C@H](C2=CC=CC(=C2C1)Br)C (1S,3R)-3-(benzyloxymethyl)-5-bromo-1-methyl-1,2,3,4-tetrahydroisoquinolin